CN(C)CC=1C=C(C=CC1[C@@H]1COCC1)NC1=NC=C(C2=C1C(NC2)=O)C2=CN=C1N2C=CC(=C1)F (R)-4-((3-((dimethylamino)methyl)-4-(tetrahydrofuran-3-yl)phenyl)amino)-7-(7-fluoroimidazo[1,2-a]pyridin-3-yl)-1,2-dihydro-3H-pyrrolo[3,4-c]pyridin-3-one